tert-butyl (3R)-3-[[6-(6-chloroimidazo[1,2-a]pyrazin-3-yl)-2-pyridyl]amino]piperidine-1-carboxylate ClC=1N=CC=2N(C1)C(=CN2)C2=CC=CC(=N2)N[C@H]2CN(CCC2)C(=O)OC(C)(C)C